4H-1,4-naphthyridine N1=CCNC2=CC=CC=C12